N-(2-((1S,2R)-2-(((2S,5S)-2-(6-aminopyridin-3-yl)-5-methylmorpholino)methyl)cyclopropyl)ethyl)-1H-indole-2-carboxamide NC1=CC=C(C=N1)[C@@H]1OC[C@@H](N(C1)C[C@H]1[C@@H](C1)CCNC(=O)C=1NC2=CC=CC=C2C1)C